O(S(=O)(=O)C(F)(F)F)C1=CC2(COC2)C1 2-oxaspiro[3.3]hept-5-en-6-yl triflate